3,5,6-trifluoropyridin FC=1C=NC(=C(C1)F)F